3-(adamantan-1-yl)-5-methyl-[1,1'-biphenyl] C12(CC3CC(CC(C1)C3)C2)C=2C=C(C=C(C2)C)C2=CC=CC=C2